CCCCCC(=O)CC(=O)SCCNC(=O)CCNC(=O)[C@@H](C(C)(C)COP(=O)([O-])OP(=O)([O-])OC[C@@H]1[C@H]([C@H]([C@@H](O1)N2C=NC3=C(N=CN=C32)N)O)OP(=O)([O-])[O-])O The molecule is an acyl-CoA(4-) oxoanion arising from deprotonation of the phosphate and diphosphate OH groups of 3-oxooctanoyl-CoA; major species at pH 7.3. It is a conjugate base of a 3-oxooctanoyl-CoA.